6-deoxy-6-(2-hydroxyethyl-amino)-sorbfuranose OCCNC[C@@H]1[C@@H]([C@H](C(CO)(O)O1)O)O